(S)-2-amino-N1-(4-(methylsulfonyl)benzyl)pentanediamide hydrochloride Cl.N[C@H](C(=O)NCC1=CC=C(C=C1)S(=O)(=O)C)CCC(=O)N